C(C)(C)(C)OC(=O)N1CC=2N=C(N=C(C2CC1)N1C(CN(CC1)C(=O)OCC1=CC=CC=C1)CC(=O)OC)Cl 4-(4-((benzyloxy)carbonyl)-2-(2-methoxy-2-oxoethyl)piperazin-1-yl)-2-chloro-5,8-dihydropyrido[3,4-d]pyrimidine-7(6H)-carboxylic acid tert-butyl ester